C1C(CC2=CC=CC=C12)NC1=NC=C(C=N1)C=1C=C(C=CC1)NC(C1=CN=C(C=C1)NS(=O)(=O)C)=O N-(3-(2-((2,3-dihydro-1H-inden-2-yl)amino)pyrimidin-5-yl)phenyl)-6-(methylsulfonamido)nicotinamide